1-(3,4-dimethoxybenzyl)-2-(4-(4-methoxyphenyl)-6-(3-nitrophenyl)-pyrimidin-2-yl)guanidine hydrochloride Cl.COC=1C=C(CNC(=NC2=NC(=CC(=N2)C2=CC=C(C=C2)OC)C2=CC(=CC=C2)[N+](=O)[O-])N)C=CC1OC